5-(((S)-1-(((R)-1-(1-(5-methylpyrimidin-2-yl)piperidin-4-yl)-2-oxopyrrolidin-3-yl)oxy)propan-2-yl)oxy)-4-(trifluoromethyl)pyridazin-3(2H)-one CC=1C=NC(=NC1)N1CCC(CC1)N1C([C@@H](CC1)OC[C@H](C)OC1=C(C(NN=C1)=O)C(F)(F)F)=O